4-Fluorobenzo[d]thiazole-5-carbaldehyde FC1=C(C=CC2=C1N=CS2)C=O